3-((S)-1-methylpyrrolidin-2-yl)acrylamide CN1[C@@H](CCC1)C=CC(=O)N